S([O-])(O)=O.[Na+] sodium (bisulfite)